N-(4-((7-(pentan-3-yl)-7H-pyrrolo[2,3-D]pyrimidin-4-yl)oxy)phenyl)-2-(4-(Trifluoromethyl)phenyl)acetamide CCC(CC)N1C=CC2=C1N=CN=C2OC2=CC=C(C=C2)NC(CC2=CC=C(C=C2)C(F)(F)F)=O